C(=O)(OC(C)(C)C)N1CCC(CC1)(C#N)CC1=C(C=CC=C1C#N)Br N-Boc-4-(2-bromo-6-cyanobenzyl)-4-cyanopiperidine